tert-butyl (((S,2R)-1-(2,5-difluorophenyl)-2-(hydroxymethyl)cyclopropyl)methyl)carbamate FC1=C(C=C(C=C1)F)[C@]1([C@@H](C1)CO)CNC(OC(C)(C)C)=O